Ethyl 2-(6-bromo-4,7-dichloro-indazol-2-yl)-2-[(6R)-6-fluoro-6,7-dihydro-5H-pyrrolo[1,2-c]imidazol-1-yl]acetate BrC=1C=C(C2=CN(N=C2C1Cl)C(C(=O)OCC)C1=C2N(C=N1)C[C@@H](C2)F)Cl